4-[(pyridin-4-yl)methyl]phthalazine N1=CC=C(C=C1)CC1=NN=CC2=CC=CC=C12